nicotinic acid bromide C(C1=CN=CC=C1)(=O)Br